C(C1=CC=NC=C1)(=O)N1CC2(C1)CC(C2)NC(=O)NC2=CC(=CC=C2)C(F)(F)F 1-(2-isonicotinoyl-2-azaspiro[3.3]heptan-6-yl)-3-(3-(trifluoromethyl)phenyl)urea